(S)-tert-butyl((6-(2-chloro-3-(2,3-dichloropyridin-4-yl)phenyl)-2-methoxy pyridin-3-yl)methyl)((5-oxopyrrolidin-2-yl)methyl)carbamate C(C)(C)(C)OC(N(C[C@H]1NC(CC1)=O)CC=1C(=NC(=CC1)C1=C(C(=CC=C1)C1=C(C(=NC=C1)Cl)Cl)Cl)OC)=O